[2-[(tert-butoxycarbonylamino)methyl]-4-pyridinyl]boronic acid C(C)(C)(C)OC(=O)NCC1=NC=CC(=C1)B(O)O